(5-(diethoxyphosphoryl)furan-2-yl)boronic acid C(C)OP(=O)(OCC)C1=CC=C(O1)B(O)O